N-{4-[(3S)-2,3-dihydro[1,4]dioxino[2,3-b]pyridin-3-yl]benzyl}-N-methylethanamine O1C[C@@H](OC2=NC=CC=C21)C2=CC=C(CN(CC)C)C=C2